2-Acetamido-4-((11-aminoundecyl)amino)-N-(4-methyl-5-nitrothiazol-2-yl)benzamide C(C)(=O)NC1=C(C(=O)NC=2SC(=C(N2)C)[N+](=O)[O-])C=CC(=C1)NCCCCCCCCCCCN